N-(2-Bromo-4-chlorophenyl)thiobenzamide BrC1=C(C=CC(=C1)Cl)NC(C1=CC=CC=C1)=S